N-((1r,4r)-4-((2,2-difluoroethyl)amino)cyclohexyl)-6-methyl-2-(thiazol-5-yl)pyrimidine-4-carboxamide YTTRIUM FLUORID [F-].[Y+3].FC(CNC1CCC(CC1)NC(=O)C1=NC(=NC(=C1)C)C1=CN=CS1)F.[F-].[F-]